BrC1=C(C=CC(=C1)[N+](=O)[O-])N1C[C@@H](CCC1)NC1=NC=NC(=C1)N1CCOCC1 (R)-N-(1-(2-bromo-4-nitrophenyl)piperidin-3-yl)-6-morpholinopyrimidin-4-amine